FC1(C(C1)C1=CC=C(C=C1)C=1C(=CC=CC1)C(=O)O)F 4'-(2,2-difluorocyclopropyl)[1,1'-biphenyl]-2-carboxylic acid